(E)-7-Methyl-2-octenal CC(CCC/C=C/C=O)C